C(C)(C)(C)OC(=O)N1CC2(C1)CC(C2)CO 6-hydroxymethyl-2-azaspiro[3.3]heptane-2-carboxylic acid tert-butyl ester